4-[(3-ethylaminophenoxymethylthio)methyl]1,3-dihydroimidazol-2-one C(C)NC=1C=C(OCSCC=2NC(NC2)=O)C=CC1